6-Phenyl-3-((7-(2-phenylpiperazine-1-carbonyl)-7-azaspiro[4.5]dec-9-en-10-yl)methyl)pyrimidin-4(3H)-one C1(=CC=CC=C1)C1=CC(N(C=N1)CC1=CCN(CC12CCCC2)C(=O)N2C(CNCC2)C2=CC=CC=C2)=O